Butyl 5-(methylcarbamoyl)-6-oxo-1-((1,2,3,4-tetrahydroquinolin-8-yl) methyl)-1,6-dihydropyridine-3-carboxylate CNC(=O)C1=CC(=CN(C1=O)CC=1C=CC=C2CCCNC12)C(=O)OCCCC